NC1=NC(=CC=C1C=1C=C2CCNC(C2=CN1)=O)F 6-(2-amino-6-fluoropyridin-3-yl)-3,4-dihydro-2,7-naphthyridin-1(2H)-one